C(C)(=O)O[C@@H](C)CCCCCCCCC (2S)-2-acetoxyundecane